ClC=1CCC(CCC1C=O)N(C(OC(C)(C)C)=O)C tert-butyl N-(4-chloro-5-formyl-cyclohept-4-en-1-yl)-N-methyl-carbamate